COCC1(CCC1)C#CC1CCC(CC1)C(=O)OC methyl 4-[2-[1-(methoxymethyl)cyclobutyl]ethynyl]cyclohexanecarboxylate